O1CC(CCC1)COC(C(CC)SC1=C(C=C(C(=C1)N1C(N(C(=CC1=O)C(F)(F)F)C)=O)F)Cl)=O tetrahydro-2H-pyran-3-ylmethyl-2-({2-chloro-4-fluoro-5-[3-methyl-2,6-dioxo-4-(Trifluoromethyl)-3,6-dihydropyrimidin-1(2H)-yl]phenyl}sulfanyl)butanoate